C(=O)(O)C1=CC=CC(=N1)CNCCNCCN N''-[[6-(carboxy)pyridin-2-yl]methyl]diethylenetriamine